1,1-dimethyl-2-(2-(5'-(4-(methylamino)phenyl)-[2,2'-bithiophene]-5-yl)ethenyl)-1H-benzo[e]indol CC1(C(=NC=2C=CC3=C(C12)C=CC=C3)C=CC3=CC=C(S3)C=3SC(=CC3)C3=CC=C(C=C3)NC)C